bis[2-(2-aminoethoxy)ethyl]ether NCCOCCOCCOCCN